N1(N=CN=C1)CC=1C(=NC(=CC1C)C(F)(F)F)C1=C2C(=NC=C1)C=C(S2)CN2C(C1C(C1C2=O)(C)C)=O 3-((7-(3-((1H-1,2,4-triazol-1-yl)methyl)-4-methyl-6-(trifluoromethyl)pyridin-2-yl)thieno[3,2-b]pyridin-2-yl)methyl)-6,6-dimethyl-3-azabicyclo[3.1.0]hexane-2,4-dione